C1(CC1)N1C(=NC2=C1C=C(C=C2)F)C=2C(=NC=NC2)CCC 1-Cyclopropyl-6-fluoro-2-(4-propylpyrimidin-5-yl)-1H-benzo[d]imidazol